NC1=NC(=C(C=2N1N=C(N2)CC2=C(C=CC=C2CN2C(N(CC2=O)C)=O)F)C2=NC=NC=C2)C=2C=C(C#N)C=CC2 3-(5-amino-2-(2-fluoro-6-((3-methyl-2,5-dioxo-imidazolidin-1-yl)methyl)benzyl)-8-(pyrimidin-4-yl)-[1,2,4]triazolo[1,5-c]pyrimidin-7-yl)benzonitrile